N1N=CC(=C1)C=1C=CC=2N(N1)C(=CN2)C2=CC=CC(=N2)NC2CC1(CNC1)CC2 N-(6-(6-(1H-pyrazol-4-yl)imidazo[1,2-b]pyridazin-3-yl)pyridin-2-yl)-2-azaspiro[3.4]octan-6-amine